4-(2-(4-methoxyphenyl)-2H-tetrazol-5-yl)benzoic acid COC1=CC=C(C=C1)N1N=C(N=N1)C1=CC=C(C(=O)O)C=C1